COC(CC1=C(C=CC(=C1)C)Br)=O 2-(2-bromo-5-methylphenyl)acetic acid methyl ester